C(C)CC(CC(=O)[O-])=O.C(C)CC(CC(=O)[O-])=O.CC([O-])CC.[Al+3] aluminum (III) sec-butoxide bis(ethyl acetoacetate)